N-ethyl-2-(4-fluorophenyl)-5-hydroxybenzofuran-3-carboxamide C(C)NC(=O)C1=C(OC2=C1C=C(C=C2)O)C2=CC=C(C=C2)F